BrC=1C=CC2=C(N=C(S2)C=O)C1 5-bromobenzothiazole-2-formaldehyde